benzo[c]isoxazol N=1OC=C2C1C=CC=C2